N-(5-cyclobutyl-1H-pyrazol-3-yl)-2-(4-((2-(2,4-dioxotetrahydropyrimidin-1(2H)-yl)-1-oxoisoindolin-5-yl)methoxy)phenyl)acetamide C1(CCC1)C1=CC(=NN1)NC(CC1=CC=C(C=C1)OCC=1C=C2CN(C(C2=CC1)=O)N1C(NC(CC1)=O)=O)=O